1,2-dichloroazabenzene ClC1=C(N=CC=C1)Cl